BrC=1C=C(C(=C(C(=O)O)C1)C)N(C1CCOCC1)CC 5-bromo-3-(ethyl-(tetrahydro-2H-pyran-4-yl)amino)-2-methylbenzoic acid